6-(3,4-dimethyl-phenyl)-6-oxo-hexanoic acid CC=1C=C(C=CC1C)C(CCCCC(=O)O)=O